N,N'-bis(3-diethoxymethylsilylpropyl)urea C(C)OC(OCC)[SiH2]CCCNC(=O)NCCC[SiH2]C(OCC)OCC